(R)-2-((3R,5R)-3,5-dimethylpiperazin-1-yl)-N-(3-(5-fluoro-2-((2-fluoro-3-(methylsulfonyl)phenyl)amino)pyrimidin-4-yl)-1H-indol-7-yl)-3-methoxypropanamide C[C@@H]1CN(C[C@H](N1)C)[C@@H](C(=O)NC=1C=CC=C2C(=CNC12)C1=NC(=NC=C1F)NC1=C(C(=CC=C1)S(=O)(=O)C)F)COC